C1(CC1)C#CC=1C=NC(=C(C(=O)NC=2C=C(C=CC2)[S@](=O)(C)=NC(OC(C)(C)C)=O)C1C)N1CCC(CCC1)(F)F tert-butyl (R)-((3-(5-(cyclopropylethynyl)-2-(4,4-difluoroazepan-1-yl)-4-methylnicotinamido)phenyl)(methyl)(oxo)-λ6-sulfaneylidene)carbamate